2-amino-7-(3-chlorobenzyl)-9-((2r,3r,5s)-3-hydroxy-5-(hydroxymethyl)tetrahydrofuran-2-yl)-7,9-dihydro-1H-purine-6,8-dione NC=1NC(C=2N(C(N(C2N1)[C@@H]1O[C@@H](C[C@H]1O)CO)=O)CC1=CC(=CC=C1)Cl)=O